C(C=C)(=O)NCC=1C(=CC(=NC1)C1=C(C=C(C=C1)Cl)Cl)C1=NN(C=C1)CC=1C=C(C(=O)NC)C=CC1 3-((3-(5-(acrylamidomethyl)-2-(2,4-dichlorophenyl)pyridin-4-yl)-1H-pyrazol-1-yl)methyl)-N-methylbenzamide